2,2'-methylene-bis(4-methyl-6-tertiary butyl-phenol) C(C1=C(C(=CC(=C1)C)C(C)(C)C)O)C1=C(C(=CC(=C1)C)C(C)(C)C)O